8-(4-bromophenyl)-7-(pyridin-2-yl)-2-sulfanyl-3H-pyrazolo[1,5-a][1,3,5]triazin-4-one BrC1=CC=C(C=C1)C=1C(=NN2C1N=C(NC2=O)S)C2=NC=CC=C2